N1(C=NC=C1)C(=O)C1=NC=CC=C1 (1H-imidazol-1-yl)(pyridin-2-yl)methanone